C1=2C=CC=CC2[C@@H](C1)NC1=C2N=CN(C2=NC(=N1)Cl)[C@@H]1SC[C@H]([C@H]1O)O (2R,3R,4S)-2-(6-(((R)-bicyclo[4.2.0]octa-1(6),2,4-trien-7-yl)amino)-2-chloro-9H-purin-9-yl)tetrahydrothiophene-3,4-diol